1,26-dibromo-3,6,9,12,15,18,21,24-octaoxahexacosane BrCCOCCOCCOCCOCCOCCOCCOCCOCCBr